C(C)OC=1C=C(CC2=C(C(=O)O)C=CC=C2)C=CC1C=1NC(C2=C(N1)NN=N2)=O 2-(3-ethoxy-4-(7-oxo-6,7-dihydro-3H-[1,2,3]triazolo[4,5-d]pyrimidin-5-yl)benzyl)benzoic acid